C1=CC(=CC(=C1)S(=O)(=O)C2=CC=CC(=C2)N)N 3,3'-diamino diphenyl sulfone